NC1=NC=C(C(=C1C#N)C)F 2-amino-5-fluoro-4-methylpyridine-3-carbonitrile